6-(Imidazo[1,2-a]pyridin-3-carbonyl)-N-(3-(4-methyl-1H-imidazol-1-yl)-5-(trifluoromethyl)phenyl)-4,5,6,7-tetrahydrothieno[2,3-c]pyridin-3-carboxamid N=1C=C(N2C1C=CC=C2)C(=O)N2CC1=C(CC2)C(=CS1)C(=O)NC1=CC(=CC(=C1)C(F)(F)F)N1C=NC(=C1)C